1-(3-(5-aminopyrazin-2-yl)prop-2-ynyl)-3-(2,4-bis(trifluoromethyl)phenyl)-7-fluoro-4,5-dihydro-1H-benzo[b]azepin-2(3H)-one NC=1N=CC(=NC1)C#CCN1C2=C(CCC(C1=O)C1=C(C=C(C=C1)C(F)(F)F)C(F)(F)F)C=C(C=C2)F